7-(3-ethynylbenzyl)-4-(4-(trifluoromethoxy)benzyl)-1,2,6,7,8,9-hexahydroimidazo[1,2-a]pyrido[3,4-e]pyrimidin-5(4H)-one C(#C)C=1C=C(CN2CC=3C(N(C=4N(C3CC2)CCN4)CC4=CC=C(C=C4)OC(F)(F)F)=O)C=CC1